(4,4,5,5,5-pentafluoropentyl)sulfane FC(CCCS)(C(F)(F)F)F